[(3R)-6-Chlorochroman-3-yl]-[1-[(2R)-2-hydroxypropyl]-6-(5-methoxy-1H-pyrazol-4-yl)pyrrolo[3,2-c]pyridin-3-yl]methanone ClC=1C=C2C[C@H](COC2=CC1)C(=O)C1=CN(C2=C1C=NC(=C2)C=2C=NNC2OC)C[C@@H](C)O